Cl.NC1N(C2=C(N1)C=CC=C2C#N)C 2-amino-3-methyl-1,2-dihydrobenzimidazole-4-carbonitrile hydrochloride